lithium 3,5,6-trichlorosalicylate ClC1=C(C(C(=O)[O-])=C(C(=C1)Cl)Cl)O.[Li+]